bis(2,4-dihydroxyphenyl)methanone OC1=C(C=CC(=C1)O)C(=O)C1=C(C=C(C=C1)O)O